P(OC(CCCCCC)C)([O-])=O.[Nd+3].CC(CCCCCC)OP([O-])=O.CC(CCCCCC)OP([O-])=O neodymium (1-methyl heptyl) phosphonate